COC=1C=C(C=CC1OC)C1=CC=NC=2N1N=C(C2)C(=O)NC2=C(C=C(C(=O)OC)C=C2)F methyl 4-(7-(3,4-dimethoxyphenyl)pyrazolo[1,5-a]pyrimidine-2-carboxamido)-3-fluorobenzoate